dibenzoylmethylene(2,7-di-t-butyl-fluorenyl)zirconium dichloride [Cl-].[Cl-].C(C1=CC=CC=C1)(=O)C(C(C1=CC=CC=C1)=O)=[Zr+2]C1=C(C=CC=2C3=CC=C(C=C3CC12)C(C)(C)C)C(C)(C)C